(R)-1-(2-benzoxazolyl)-1-phenyl-1-ethanol O1C(=NC2=C1C=CC=C2)[C@](C)(O)C2=CC=CC=C2